(4-(4-fluoro-2-(tri-fluoromethyl)phenyl)-piperidin-1-yl)(5-(methylsulfonyl)-4,5,6,7-tetrahydro-1H-pyrazolo[4,3-c]pyridin-3-yl)meth-anone FC1=CC(=C(C=C1)C1CCN(CC1)C(=O)C1=NNC2=C1CN(CC2)S(=O)(=O)C)C(F)(F)F